C([C@H](O)C)(=O)O |r| rac-lactic acid